C(C)OC1=CC(=NC(=C1)S(=O)(=O)C)NC1=C(C=NC(=C1)NC(C)=O)C1=NC=C(C=C1)F N-(4'-((4-ethoxy-6-(methylsulfonyl)pyridin-2-yl)amino)-5-fluoro-[2,3'-bipyridin]-6'-yl)acetamide